Methyl 3-((6-(3-(3-acetylphenyl)ureido)-3-(2-methoxyethyl)-2,4-dioxo-3,4-dihydroquinazolin-1(2H)-yl)methyl)benzoate C(C)(=O)C=1C=C(C=CC1)NC(NC=1C=C2C(N(C(N(C2=CC1)CC=1C=C(C(=O)OC)C=CC1)=O)CCOC)=O)=O